C(C=1C(C(=N)N)=CC(C(=N)N)=CC1)(=N)N trimellitamidine